ClC1=C(C=C(C=C1)F)C1(NC(C2=C1C(=CC1=C(N(N=C21)C)CC(F)F)NC(C2=CC(=CC(=C2)F)C(F)(F)F)=O)=O)[2H] N-[6-(2-chloro-5-fluorophenyl)-6-deuterio-3-(2,2-difluoroethyl)-2-methyl-8-oxo-7,8-dihydro-6H-pyrrolo[4,3-g]indazol-5-yl]-5-fluoro-3-(trifluoromethyl)benzamide